C(C)(C)(C)OC(=O)NCCCS(=O)(=O)C1=CC=C(C=C1)C=1C=C2C(=CC=NC2=CC1)C(=O)O 6-(4-(3-(tert-Butoxycarbonylamino)propylsulfonyl)phenyl)quinoline-4-carboxylic acid